3-[5-chloro-3-fluoro-6-(hydroxymethyl)-2-pyridyl]-1-methyl-6-(trifluoromethyl)pyrimidine-2,4-dione ClC=1C=C(C(=NC1CO)N1C(N(C(=CC1=O)C(F)(F)F)C)=O)F